N'-((1,2,3,5,6,7-hexahydro-s-indacen-4-yl)carbamoyl)-2-isopropyl-2,3-dihydropyrazolo[5,1-b]oxazole-7-sulfonimidamide C1CCC2=C(C=3CCCC3C=C12)NC(=O)N=S(=O)(N)C=1C=NN2C1OC(C2)C(C)C